gallium-manganese [Mn].[Ga]